Cl.C(C)C1=C(C=CC(=C1)O)C1=CC=C2C(=NNC2=C1)C1=NC2=C(CN[C@@H](C2)C(=O)O)N1 (S)-2-(6-(2-ethyl-4-hydroxyphenyl)-1H-indazol-3-yl)-4,5,6,7-tetrahydro-3H-imidazo[4,5-c]pyridine-6-carboxylic Acid, Hydrochloride